BrC=1C=C(CNCCCCOCCOC2=NC=3C=C(C=CC3C3=C2N=C(N=C3)NC)C(=O)O)C=CC1OC(F)(F)F 5-(2-(4-((3-Bromo-4-(trifluoromethoxy)benzyl)amino)butoxy)ethoxy)-3-(methylamino)pyrimido[4,5-c]quinoline-8-carboxylic acid